methyl 2-(((R)-2-((tert-butoxycarbonyl)amino)propyl)amino)-2-(3-chloro-4-fluorophenyl)acetate C(C)(C)(C)OC(=O)N[C@@H](CNC(C(=O)OC)C1=CC(=C(C=C1)F)Cl)C